4-(6-chloro-3,4-dihydroisoquinolin-1-yl)-2-methylidenepentanoic acid methyl ester COC(C(CC(C)C1=NCCC2=CC(=CC=C12)Cl)=C)=O